CC1=CC=2N(C=C1)C(=CN2)C(=O)OCC ethyl 7-methylimidazo[1,2-a]pyridine-3-carboxylate